C(C1=CC=CC=C1)OC=1C(=NC(=CC1)N1C(CCCC1)C=1C=NC=CC1)Cl 3-benzyloxy-2-chloro-6-(2-(pyridin-3-yl)piperidin-1-yl)pyridine